6-bromo-N-(2-(2,6-dioxopiperidin-3-yl)-1,3-dioxoisoindolin-4-yl)hexanamide BrCCCCCC(=O)NC1=C2C(N(C(C2=CC=C1)=O)C1C(NC(CC1)=O)=O)=O